ClC1=C(C=CC(=C1)NC=1C=C2C=NN(C2=CC1)C1=CC(=C(C=C1)F)O)O 2-chloro-4-((1-(4-fluoro-3-hydroxyphenyl)-1H-indazol-5-yl)amino)phenol